COC=1C=C(N)C=CC1B1OC(C(O1)(C)C)(C)C 3-methoxy-4-(4,4,5,5-tetramethyl-1,3,2-dioxaborolan-2-yl)aniline